FC(C=1N=C(NC1)NC(NCCCCCCCCCCCCCCC(=O)O)=O)(F)F 15-(3-(4-(trifluoromethyl)-1H-imidazol-2-yl)ureido)pentadecanoic acid